(2S,4R)-1-(2-(3-acetyl-5-(pyridazin-4-yl)-1H-indol-1-yl)acetyl)-N-(2-chloropyridin-3-yl)-4-fluoropyrrolidine-2-carboxamide C(C)(=O)C1=CN(C2=CC=C(C=C12)C1=CN=NC=C1)CC(=O)N1[C@@H](C[C@H](C1)F)C(=O)NC=1C(=NC=CC1)Cl